C[C@@H]1CC=2N=CN=C(C2CN1C1=C2C(=NC=C1)NC(=C2)C)C2CCN(CC2)S(=O)(=O)C (R)-7-methyl-6-(2-methyl-1H-pyrrolo[2,3-b]pyridin-4-yl)-4-(1-(methylsulfonyl)piperidin-4-yl)-5,6,7,8-tetrahydropyrido[4,3-d]pyrimidine